(di-tert-butylcrotylphosphine) Palladium [Pd].C(C)(C)(C)P(CC=CC)C(C)(C)C